ClC1=NC2=CC=C(C=C2C(=N1)N1CC=2C=C(C=NC2CC1)C=1C=NN(C1)C1CC1)C 2-chloro-4-[3-(1-cyclopropylpyrazol-4-yl)-7,8-dihydro-5H-1,6-naphthyridin-6-yl]-6-methyl-quinazoline